2-[(4-{[2-(Dimethylamino)ethyl](methyl)amino}-3-methylphenyl)amino]-5-ethynyl-8-phenylpyrido[2,3-d]pyrimidin-7-one CN(CCN(C1=C(C=C(C=C1)NC=1N=CC2=C(N1)N(C(C=C2C#C)=O)C2=CC=CC=C2)C)C)C